O1[C@@H](COCC1)CC1C2=C(C(NC1)=O)C(=C(N2)C2=NC=NC=C2)[N+](=O)[O-] 7-[(2R)-1,4-dioxan-2-ylmethyl]-3-nitro-2-(pyrimidin-4-yl)-1H,5H,6H,7H-pyrrolo[3,2-c]pyridin-4-one